[Br-].[NH+]1=CC=C(C=C1)C1=CC=[NH+]C=C1.[Br-] 4,4'-bipyridinium bromide